BrC1=CC2=C(CN3[C@@H](CO2)CN(CC3)C(=O)OC(C)(C)C)C(=C1)[N+](=O)[O-] tert-butyl (12aR)-9-bromo-7-nitro-3,4,12,12a-tetrahydro-6H-pyrazino[2,1-c][1,4]benzoxazepine-2(1H)-carboxylate